COC=1C=CC=C2C(N3C(=NC12)[C@@H]1CCCN([C@@H]1CC3)C)=O |r| (±)-(4aR,13bR)-12-methoxy-4-methyl-1,2,3,4,4a,5,6,13b-octahydro-8H-[1,6]naphthyridino[5,6-b]quinazolin-8-one